C(C(C)C)[C@H]1CC[C@H](N1C(=O)C1=CC=C(C=C1)C1=C(C=CC=C1)OC)C(=O)O (2S,5R)-5-isobutyl-1-(2'-methoxy-[1,1'-biphenyl]-4-carbonyl)pyrrolidine-2-carboxylic acid